COC1=CC=C(C=C1)C(=O)O[C@@H]([C@@H](C(=O)O)OC(=O)C2=CC=C(C=C2)OC)C(=O)O (+)-di-p-anisoyl-D-tartaric acid